C(N)(=N)C=1C=C(SC1)[C@@H](C)NC(=O)[C@@H]1C[C@](CN1C(CNC(=O)C=1C=CC=2C(C3=CC=CC=C3C2C1)(F)F)=O)(F)COCCCCCCCCCC(=O)O 10-(((3R,5S)-5-(((R)-1-(4-carbamimidoylthiophen-2-yl)ethyl)carbamoyl)-1-((9,9-difluoro-9H-fluorene-3-carbonyl)glycyl)-3-fluoropyrrolidin-3-yl)methoxy)decanoic acid